2-amino-N-(5-(5-(difluoromethyl)-1,2,4-oxadiazol-3-yl)-2,3-dihydro-1H-inden-1-yl)isonicotinamide NC=1C=C(C(=O)NC2CCC3=CC(=CC=C23)C2=NOC(=N2)C(F)F)C=CN1